C(CCCCCCCCCCCCCCCC)[Si](CCCCCCCCO)(C)C 8-(heptadecyl-dimethylsilyl)octan-1-ol